6-cyclopropyl-8,14-dioxa-4,5,10,19,20-pentaazatetracyclo[13.5.2.12,5.018,21]tricosa-1(20),2(3),3,15(22),16,18(21)-hexaen-9-one C1(CC1)C1N2N=C=C(C3=NNC=4C=CC(OCCCNC(OC1)=O)=CC34)C2